ClS(=O)(=O)C1=CC=C(C=C1)N=C=O 4-(chlorosulfonyl)phenylisocyanate